4-isopropyl-1,5-dimethyl-2-oxa-bicyclo[2.2.2]octane C(C)(C)C12COC(CC1C)(CC2)C